2-amino-4'-bromoacetophenone hydrochloride Cl.NCC(=O)C1=CC=C(C=C1)Br